ClC=1N=NC(=CC1)CC1CCC(CC1)OC 3-chloro-6-(((1r,4r)-4-methoxycyclohexyl)methyl)pyridazine